FC=1C=C(C(=O)N)C=C(C1F)F 3,4,5-trifluoro-benzamide